FC1=CC=C(CNC(CCCOC2=CC(N(C3=CC=CC=C23)C)=O)=O)C=C1 N-(4-fluorobenzyl)-4-((1-methyl-2-oxo-1,2-dihydro-quinolin-4-yl)oxy)butyramide